COC=1C=C(C=CC1OC)C=1C(=NC=CC1)N 3-(3,4-dimethoxyphenyl)pyridin-2-amine